C1CCC2=C(C=3CCCC3C=C12)NC(=O)N=[S@](=O)(N)C1=CN=C(S1)C(C([2H])([2H])[2H])(C([2H])([2H])[2H])O (R)-N'-((1,2,3,5,6,7-hexahydro-s-indacen-4-yl)carbamoyl)-2-(2-hydroxypropan-2-yl-1,1,1,3,3,3-d6)thiazole-5-sulfonimidamide